The molecule is a polyunsaturated fatty acyl-CoA(4-) obtained by deprotonation of the phosphate and diphosphate OH groups of (13Z,16Z,19Z,22Z)-octacosatetraenoyl-CoA. It is a polyunsaturated fatty acyl-CoA(4-), a very long-chain acyl-CoA(4-) and a 3-substituted propionyl-CoA(4-). It is a conjugate base of a (13Z,16Z,19Z,22Z)-octacosatetraenoyl-CoA. CCCCC/C=C\\C/C=C\\C/C=C\\C/C=C\\CCCCCCCCCCCC(=O)SCCNC(=O)CCNC(=O)[C@@H](C(C)(C)COP(=O)([O-])OP(=O)([O-])OC[C@@H]1[C@H]([C@H]([C@@H](O1)N2C=NC3=C(N=CN=C32)N)O)OP(=O)([O-])[O-])O